ClC=1C=C(C=NC1)C=1CN(C[C@H](C1)C)CC1(COC1)O (S)-3-((5'-chloro-5-methyl-5,6-dihydro-[3,3'-bipyridin]-1(2H)-yl)methyl)oxetan-3-ol